C=1N=CN2C1C1=CC=CC=C1C2C2C(C=1N(CC2)N=NC1)O 5-(5H-Imidazo[5,1-a]isoindol-5-yl)-4,5,6,7-tetrahydro-[1,2,3]triazolo[1,5-a]pyridin-4-ol